4-methyl-cyclohexyl-methyl-dimethoxysilane CC1CCC(CC1)[Si](OC)(OC)C